BrC=1C=C(C=CC1)S(=O)(C(F)(F)F)=N (3-bromo-phenyl)(imino)(trifluoro-methyl)-lambda6-sulfanone